O1C(CCCC1)O[C@@H](C)C=1N(C=CN1)CC1=NOC(=C1)C1=CC=C(C=C1)C#CC=1C=CC(=NC1)CN1C(=NN=C1)C#N 4-((5-((4-(3-((2-((1S)-1-((tetrahydro-2H-pyran-2-yl)oxy)ethyl)-1H-imidazol-1-yl)methyl)isoxazol-5-yl)phenyl)ethynyl)pyridin-2-yl)methyl)-4H-1,2,4-triazole-3-carbonitrile